(1R,5S)-tert-butyl 8-(3-((1-((benzyloxy)carbonyl)piperidin-4-yl)oxy)-4,5-difluorophenyl)-3,8-diazabicyclo[3.2.1]octane-3-carboxylate C(C1=CC=CC=C1)OC(=O)N1CCC(CC1)OC=1C=C(C=C(C1F)F)N1[C@H]2CN(C[C@@H]1CC2)C(=O)OC(C)(C)C